C(=C)C1=CC(=CC=C1)C(=O)OC1=CC=CC=C1 1-vinyl-3-(phenylcarboxyl)benzene